1-(4-(7-(8-chloronaphthalen-1-yl)-2-((1-((dimethyl-amino)methyl)cyclopropyl)methoxyl)-5,6,7,8-tetrahydropyrido[3,4-d]pyrimidin-4-yl)-2-(trifluoromethyl)piperazin-1-yl)prop-2-ene-1-one ClC=1C=CC=C2C=CC=C(C12)N1CC=2N=C(N=C(C2CC1)N1CC(N(CC1)C(C=C)=O)C(F)(F)F)OCC1(CC1)CN(C)C